C(CCC)[C@H]1NS(C2=C(N(C1)C1=CC=C(C=C1)F)C=C(C(=C2)OCC2(CC2)C(=O)O)SC)(=O)=O (R)-1-(((3-butyl-5-(4-fluorophenyl)-7-(methylthio)-1,1-dioxido-2,3,4,5-tetrahydro-1,2,5-benzothiadiazepin-8-yl)oxy)methyl)cyclopropane-1-carboxylic acid